3,3,3-trifluoro-N-{4-fluoro-3-[5-(propan-2-yl)-2H-pyrazolo[3,4-b]pyridin-2-yl]phenyl}propionamide FC(CC(=O)NC1=CC(=C(C=C1)F)N1N=C2N=CC(=CC2=C1)C(C)C)(F)F